C(=O)O.BrCC=1C=NC=CC1OC 3-(bromomethyl)-4-methoxypyridine formate